8-[(3S,5R)-3,5-dimethylpiperazin-1-yl]-N-(8-fluoro-2-methyl-imidazo[1,2-a]pyridin-6-yl)quinoxaline-5-carboxamide C[C@H]1CN(C[C@H](N1)C)C1=CC=C(C=2N=CC=NC12)C(=O)NC=1C=C(C=2N(C1)C=C(N2)C)F